tert-butyl (6,6-difluoro-1-(2-hydroxyethoxy)heptan-3-yl)carbamate FC(CCC(CCOCCO)NC(OC(C)(C)C)=O)(C)F